(6-(3-methyl-1H-pyrrolo[2,3-b]pyridin-5-yl)-8-((R)-morpholin-3-yl)-3,4-dihydroisoquinolin-2(1H)-yl)((R)-3-methylmorpholino)methanone CC1=CNC2=NC=C(C=C21)C=2C=C1CCN(CC1=C(C2)[C@H]2NCCOC2)C(=O)N2[C@@H](COCC2)C